ClC1=CC=C(S1)C#CC1=CN(C2=CC=C(C=C12)NC(C(=C)F)=O)C N-(3-((5-Chlorothiophen-2-yl)ethynyl)-1-methyl-1H-indol-5-yl)-2-fluoroacrylamide